oleic acid amid C(CCCCCCC\C=C/CCCCCCCC)(=O)N